(E)-3-(1-(3-chlorophenyl)-3-(trifluoromethyl)-1H-pyrazol-5-yl)-N-(2-oxo-2,3-dihydro-1H-benzo[d]imidazol-4-yl)acrylamide 3-Bromoimidazo[1,2-b]pyridazin-8-yl-4-methylbenzenesulfonate BrC1=CN=C2N1N=CC=C2OS(=O)(=O)C2=CC=C(C=C2)C.ClC=2C=C(C=CC2)N2N=C(C=C2/C=C/C(=O)NC2=CC=CC=1NC(NC12)=O)C(F)(F)F